5-[(4R,10bS)-4-methyl-8-(5-oxa-2,8-diazaspiro[3.5]nonan-2-yl)-3,4,6,10b-tetrahydro-1H-pyrazino[2,1-a]isoindol-2-yl]quinoline-8-carbonitrile C[C@@H]1CN(C[C@H]2N1CC1=CC(=CC=C21)N2CC1(C2)OCCNC1)C1=C2C=CC=NC2=C(C=C1)C#N